ethyl anisoate C(C1=CC=C(C=C1)OC)(=O)OCC